trifluoromethanesulfonic acid 4-cyano-1-(3,5-dimethylphenyl)-3-methyl-1H-benzo[d]imidazole-3-ium salt C(#N)C1=CC=CC=2N(C=[N+](C21)C)C2=CC(=CC(=C2)C)C.FC(S(=O)(=O)[O-])(F)F